3-[(R)-(5-Carbamimidoyl-6-methyl-pyridin-3-yl)-hydroxy-(4-isopropyl-phenyl)-methyl]-3-methyl-azetidine-1-carboxylic acid tert-butyl ester C(C)(C)(C)OC(=O)N1CC(C1)(C)[C@@](C1=CC=C(C=C1)C(C)C)(O)C=1C=NC(=C(C1)C(N)=N)C